4-Chloro-DL-mandelic acid ClC1=CC=C(C(C(=O)O)O)C=C1